N-(2,2-Difluoro-1,3-benzodioxol-5-yl)-3-fluoro-2-methoxy-5-(4-methoxy-2-{[3-(morpholin-4-yl)bicyclo[1.1.1]pentan-1-yl]amino}pyridine-3-amido)pyridine-4-carboxamide FC1(OC2=C(O1)C=CC(=C2)NC(=O)C2=C(C(=NC=C2NC(=O)C=2C(=NC=CC2OC)NC21CC(C2)(C1)N1CCOCC1)OC)F)F